NC1=CC=C(C=C1)CCCCNC(=N)N 1-(4-aminophenyl-butyl)guanidine